CC=1C=CC2=C(C3C(O2)C2CCC3C2)C1 8-methyl-1,2,3,4,4a,9b-hexahydro-1,4-methanodibenzo[b,d]furan